1-methyl-4-(3-methyloxirane-2-yl)-7-oxabicyclo[4.1.0]heptane CC12CCC(CC2O1)C1OC1C